1-(4-((3R,4S)-7-hydroxy-3-phenylchroman-4-yl)-3-methoxyphenyl)piperidine-4-carbaldehyde OC1=CC=C2[C@@H]([C@@H](COC2=C1)C1=CC=CC=C1)C1=C(C=C(C=C1)N1CCC(CC1)C=O)OC